(R)-N-ethyl-N-(1-(4-methoxyphenyl)ethyl)-3,3-diphenylprop-2-en-1-amine C(C)N(CC=C(C1=CC=CC=C1)C1=CC=CC=C1)[C@H](C)C1=CC=C(C=C1)OC